2-Isopropyl-N-methyl-1-(2-oxoindolin-6-yl)benzimidazole-5-carboxamide C(C)(C)C1=NC2=C(N1C1=CC=C3CC(NC3=C1)=O)C=CC(=C2)C(=O)NC